C(CCCCCC)S(=O)C12CC3(CC(C[C@H](C1)C3)C2)NCC(=O)N2[C@@H](CCC2)C#N (2S)-1-(((1S,3R,5S)-3-(heptylsulfinyl)adamantan-1-yl)glycyl)pyrrolidine-2-carbonitrile